butyl pent-4-yn-1-ylcarbamate C(CCC#C)NC(OCCCC)=O